(R)-9-Isoxazol-5-yl-methyl-2-((R)-3-methylmorpholin-4-yl)-6-trifluoromethyl-6,7,8,9-tetrahydro-pyrimido[1,2-a]-pyrimidin-4-one O1N=CC=C1N1CC[C@@H](N2C1=NC(=C(C2=O)C)N2[C@@H](COCC2)C)C(F)(F)F